(R)-3-[2-[3-(1-Amino-7-isoquinolyl)phenyl]ethynyl]-3-hydroxy-1-methyl-pyrrolidin-2-one NC1=NC=CC2=CC=C(C=C12)C=1C=C(C=CC1)C#C[C@]1(C(N(CC1)C)=O)O